2-p-tolyl-4,5-dihydroxymethylimidazole C1(=CC=C(C=C1)C=1NC(=C(N1)CO)CO)C